C(C)(C)(C)OC(=O)N1C(C=2C=CC=NC2CC1)C=O.ClC=1C(=CC(=NC1)OC)C1=CC(=NN1)C(=O)N1CCC(CC1)C(=O)NC1CCN(CC1)C1=CC=CC=C1 1-(5-(5-chloro-2-methoxypyridin-4-yl)-1H-pyrazole-3-carbonyl)-N-(1-phenylpiperidin-4-yl)piperidine-4-carboxamide tert-butyl-5-formyl-7,8-dihydro-5H-1,6-naphthyridine-6-carboxylate